3-iodo-5-(1-methylcyclopropoxy)-1H-indazole IC1=NNC2=CC=C(C=C12)OC1(CC1)C